C(CCCCCCCCCCCCCCC(C)C)(=O)NCCC[NH2]=O Isostearamidopropylamine Oxide